nickel silicon-magnesium [Mg].[Si].[Ni]